ethyl (1S,3R,4R)-3-((tert-butoxycarbonyl) amino)-4-hydroxycyclohexane-1-carboxylate C(C)(C)(C)OC(=O)N[C@@H]1C[C@H](CC[C@H]1O)C(=O)OCC